OC1=C(C=CC=C1)S(=O)(=O)N 2-hydroxy-benzenesulfonamide